5-chloro-1-((dimethylamino)(dimethyliminio)methyl)-1H-benzo[d][1,2,3]triazole 3-oxide tetrafluoroborate F[B-](F)(F)F.ClC1=CC2=C(N(N=[N+]2[O-])C(=[N+](C)C)N(C)C)C=C1